OC1(CCN(CC12CCCC2)C(=O)OC(C)(C)C)CN2C=NC1=NC(=NC=C1C2=O)SC tert-Butyl 10-hydroxy-10-((7-(methylthio)-4-oxopyrimido[4,5-d]pyrimidin-3(4H)-yl)methyl)-7-azaspiro[4.5]decane-7-carboxylate